FC1=C(C(=CC(=C1)C=1C(=NNC1C)C1=CC(=NC=C1)C)F)N1CC2(CC1)CCOCC2 2-[2,6-difluoro-4-[5-methyl-3-(2-methyl-4-pyridyl)-1H-pyrazol-4-yl]phenyl]-8-oxa-2-azaspiro[4.5]decane